((1r,3r)-3-((5-(cinnolin-6-yl)-7H-pyrrolo[2,3-d]pyrimidin-2-yl)amino)-1-methylcyclobutyl)(pyrrolidin-1-yl)methanone N1=NC=CC2=CC(=CC=C12)C1=CNC=2N=C(N=CC21)NC2CC(C2)(C)C(=O)N2CCCC2